N-{4-chloro-2-fluoro-3-[6-oxo-4-(trifluoromethyl)-1,6-dihydropyrimidin-2-yl]benzyl}-1-(8-methyl-Quinolin-2-yl)piperidine-4-carboxamide ClC1=C(C(=C(CNC(=O)C2CCN(CC2)C2=NC3=C(C=CC=C3C=C2)C)C=C1)F)C=1NC(C=C(N1)C(F)(F)F)=O